BrC1=C(C=CC=C1)C(=O)C1=CC=CC2=C1C1=NC=3C=CC=CC3N=C1C1=C2C=CC(=C1)Br 2,7-dibromophenylcarbonyldibenzophenazine